F[C@@H]1CC2=C(C=3CCCC3C=C2C1)F (S)-2,8-difluoro-1,2,3,5,6,7-hexahydro-s-indacen